methyl 4-(bromomethyl)-2-fluoronicotinate BrCC1=CC=NC(=C1C(=O)OC)F